4-amino-6-oxo-1-phenyl-5-(2-trimethylsilylethynyl)pyridazine-3-carboxylic acid methyl ester COC(=O)C1=NN(C(C(=C1N)C#C[Si](C)(C)C)=O)C1=CC=CC=C1